6-[(2-chloro-5-fluorophenyl)amino]-5-[(5-chloroisoquinolin-1-yl)amino]pyridine-3-carboxylic acid methyl ester COC(=O)C=1C=NC(=C(C1)NC1=NC=CC2=C(C=CC=C12)Cl)NC1=C(C=CC(=C1)F)Cl